4'-chloro-N-m-tolyl-[1,1'-biphenyl]-4-sulfonamide ClC1=CC=C(C=C1)C1=CC=C(C=C1)S(=O)(=O)NC=1C=C(C=CC1)C